CCCCC/C=C\\C/C=C\\CCCCCCCC(=O)O[C@H](CO)COP(=O)([O-])OCC[N+](C)(C)C The molecule is a lysophosphatidylcholine 18:2 in which the acyl group is specified as linoleoyl and is located at position 2. It is a lysophosphatidylcholine(0:0/18:2) and a linoleoyl-sn-glycero-3-phosphocholine. It derives from a linoleic acid.